(3R)-3-Amino-5-[(4-chlorophenyl)methyl]-7-(5-ethyl-1,3,4-oxadiazol-2-yl)-8-fluoro-1,1-dioxo-2,3-dihydro-1λ6,5-benzothiazepin-4-one N[C@H]1CS(C2=C(N(C1=O)CC1=CC=C(C=C1)Cl)C=C(C(=C2)F)C=2OC(=NN2)CC)(=O)=O